(S)-3-((9-((ethylsulfonyl)carbamoyl)-3-azaspiro[5.5]undecane-3-yl)methyl)pyrrolidine-1-carboxylate C(C)S(=O)(=O)NC(=O)C1CCC2(CCN(CC2)C[C@H]2CN(CC2)C(=O)[O-])CC1